BrC1=CC(=C(O[C@H](C(=O)O)C)C=C1F)C#C (2S)-2-(4-bromo-2-ethynyl-5-fluorophenoxy)propionic acid